CC1(OCC(CO1)OCC(C=O)COC1COC(OC1)(C)C)C 3-((2,2-dimethyl-1,3-dioxan-5-yl)oxy)-2-(((2,2-dimethyl-1,3-dioxan-5-yl)oxy)methyl)propanal